C(C#C)N(NC(C1=C(C=C(C=C1)/C(=C/C(C(F)(F)F)C1=CC(=C(C(=C1)Cl)Cl)Cl)/F)C(F)(F)F)=O)C1=NC=CC=N1 (Z)-N'-(prop-2-yn-1-yl)-N'-(pyrimidin-2-yl)-4-(1,4,4,4-tetrafluoro-3-(3,4,5-trichlorophenyl)but-1-en-1-yl)-2-(trifluoromethyl)benzoyl-hydrazine